N-(2-((3-phenoxyphenethyl)amino)ethyl)cyclopentane-1-carboxamide O(C1=CC=CC=C1)C=1C=C(CCNCCNC(=O)C2CCCC2)C=CC1